(S)-quinuclidin-3-yl (5-(3-chloro-4-isopropoxyphenyl)-6-fluoro-2,2-dimethyl-2,3-dihydro-1H-inden-1-yl)carbamate ClC=1C=C(C=CC1OC(C)C)C=1C=C2CC(C(C2=CC1F)NC(O[C@@H]1CN2CCC1CC2)=O)(C)C